IC1=NN(C(=C1)CO)CCOC1OCCCC1 (3-iodo-1-(2-((tetrahydro-2H-pyran-2-yl)oxy)ethyl)-1H-pyrazol-5-yl)methanol